(9R,13S)-13-amino-3-(difluoromethyl)-9-methyl-3,4,7,17-tetraazatricyclo[12.3.1.02,6]octadeca-1(18),2(6),4,14,16-pentaen-8-one N[C@H]1CCC[C@H](C(NC=2C=NN(C2C=2N=CC=C1C2)C(F)F)=O)C